6-[4-[[4-(5-Hydroxypyridin-3-yl)-3-methylphenyl]methyl]piperazin-1-yl]-N-[3-nitro-4-(2-phenylsulfanylethylamino)phenyl]sulfonylpyridazine-3-carboxamide OC=1C=C(C=NC1)C1=C(C=C(C=C1)CN1CCN(CC1)C1=CC=C(N=N1)C(=O)NS(=O)(=O)C1=CC(=C(C=C1)NCCSC1=CC=CC=C1)[N+](=O)[O-])C